butanetetracarboxylate C(C(CC)C(=O)[O-])(C(=O)[O-])(C(=O)[O-])C(=O)[O-]